CC1(C(NC(=N1)C[C@H](CC(C)C)NC1=NC(=NC=2CCCCC12)N1CC2(CN(C2)C(C=C)=O)CC1)=O)C 5,5-dimethyl-2-((2S)-4-methyl-2-((2-(2-(2-propenoyl)-2,6-diazaspiro[3.4]octan-6-yl)-5,6,7,8-tetrahydro-4-quinazolinyl)amino)pentyl)-3,5-dihydro-4H-imidazol-4-one